C(C)C1=C2C(=CC(=CC2=CC=C1F)O)C1=C(C=2N=C(N=C(C2C=N1)NCC1=NNC=C1C)OC[C@]12CCCN2C[C@@H](C1)F)F 5-ethyl-6-fluoro-4-(8-fluoro-2-(((2R,7aS)-2-fluorohexahydro-1H-pyrrolizin-7a-yl)methoxy)-4-(((4-methyl-1H-pyrazol-3-yl)methyl)amino)pyrido[4,3-d]pyrimidin-7-yl)naphthalen-2-ol